(R)-3-(tert-Butyloxycarbonyl)-10-methoxy-1,2,3,4,4a,5-hexahydro-7H-benzo[e]pyrazino[2,1-c][1,4]oxazepine-9-carboxylic acid C(C)(C)(C)OC(=O)N1C[C@@H]2COCC3=C(N2CC1)C=C(C(=C3)C(=O)O)OC